4-(((3-cyclopropyl-2-methyl-5-nitropyridin-4-yl)amino)methyl)-3,5-difluorobenzenesulfonamide C1(CC1)C=1C(=NC=C(C1NCC1=C(C=C(C=C1F)S(=O)(=O)N)F)[N+](=O)[O-])C